C(C)(C)(C)OC(=O)N1C[C@H](CC1)OC1=NC=CC=C1O.FC1=CC2=C(C3=CC=CC=C3C(=C2C=C1)OC(=O)CCCCC)OC(=O)CCCCC 2-fluoro-9,10-bis(n-pentylcarbonyloxy)anthracene tert-butyl-(S)-3-((3-hydroxypyridin-2-yl)oxy)pyrrolidine-1-carboxylate